CC(C=C)(CCC=C(C)C)OCC=CC1=CC=C(C=C1)OC 1-(3-(3,7-dimethylocta-1,6-dien-3-yloxy)prop-1-enyl)-4-methoxybenzene